(4-fluoro-benzyl)-(2-pyrrolidin-1-yl-ethyl)-amine FC1=CC=C(CNCCN2CCCC2)C=C1